CN1N=C(C(=C1)[N+](=O)[O-])NC=1C=NC(=CC1)OC1=CC=C(C2=C1C1(CC1)CO2)C N-(1-methyl-4-nitro-pyrazol-3-yl)-6-(7-methylspiro[2H-benzofuran-3,1'-cyclopropane]-4-yl)oxy-pyridin-3-amine